(R)-1-(trityloxy)propan-2-ol C(C1=CC=CC=C1)(C1=CC=CC=C1)(C1=CC=CC=C1)OC[C@@H](C)O